7-((2-hydroxyethyl)amino)-2-octyldecanoic acid heptyl ester C(CCCCCC)OC(C(CCCCC(CCC)NCCO)CCCCCCCC)=O